C(CCCCC(C)(C)C)(=O)[O-].[Al+3].C(CCCCC(C)(C)C)(=O)[O-].C(CCCCC(C)(C)C)(=O)[O-] aluminum neononanoate